tert-butyl 2-[7-[4-fluoro-2-(2-methoxyethoxy)phenyl]-4-hydroxy-thieno[3,2-c]pyridin-6-yl]-6,8-dihydro-5H-[1,2,4]triazolo[1,5-a]pyrazine-7-carboxylate FC1=CC(=C(C=C1)C=1C2=C(C(=NC1C1=NN3C(CN(CC3)C(=O)OC(C)(C)C)=N1)O)C=CS2)OCCOC